4-(aziridin-1-yl)-phenylalanine N1(CC1)C1=CC=C(C[C@H](N)C(=O)O)C=C1